2-(2-(2-(3-(2,5-dioxo-2,5-dihydro-1H-pyrrol-1-yl)propionamido)ethoxy)ethyl)palmitamide tert-Butyl-N-[2-methyl-5-oxo-5-(1-tetrahydropyran-2-ylthieno[3,2-c]pyrazol-5-yl)pentyl]carbamate C(C)(C)(C)OC(NCC(CCC(C1=CC=2N(N=CC2S1)C1OCCCC1)=O)C)=O.O=C1N(C(C=C1)=O)CCC(=O)NCCOCCC(C(=O)N)CCCCCCCCCCCCCC